C(#N)C1=C(C=C2N(CCN(C2=C1)C1=C2C=C(C(N(C2=CC(=C1)OCC(=O)OC(C)(C)C)C)=O)C)C)C=1C=NN(C1)C Tert-butyl 2-((5-(7-cyano-4-methyl-6-(1-methyl-1H-pyrazol-4-yl)-3,4-dihydroquinoxalin-1(2H)-yl)-1,3-dimethyl-2-oxo-1,2-dihydroquinolin-7-yl)oxy)acetate